O(F)F.[S+6] sulfur(VI) oxyfluoride